C(C)(C)(C)OC(CC)[Li] 1-(tert-butoxy)propyllithium